C(C)S(=O)(=O)C=1C(=NC=CC1)C1=NC=2N(C=C1)N=C(N2)C(F)(F)F (3-(ethylsulfonyl)pyridin-2-yl)-2-(trifluoromethyl)-[1,2,4]triazolo[1,5-a]pyrimidine